O1CC(CC2=CC=CC=C12)NC(=O)C1=CC=NC=2N1N=CC2C(=O)N N7-chroman-3-ylpyrazolo[1,5-a]pyrimidine-3,7-dicarboxamide